ClC=1C=C(OC2C(C(C2(C)C)NC(C2=CN=C(C=C2)N2CCN(CC2)CC=2C(=C3C(N(C(C3=CC2)=O)C2C(NC(CC2)=O)=O)=O)F)=O)(C)C)C=CC1C#N N-((1r,3r)-3-(3-chloro-4-cyanophenoxy)-2,2,4,4-tetramethylcyclobutyl)-6-(4-((2-(2,6-dioxopiperidin-3-yl)-4-fluoro-1,3-dioxoisoindoline-5-yl)methyl)piperazin-1-yl)nicotinamide